F[C@@H]1[C@H]2C=C[C@@H](C[C@@H]1OC1=CC=C(N=N1)C1=C(C=C(C=C1)N1C=NN=C1)O)N2 2-(6-(((1R,2R,3S,5R)-2-fluoro-8-azabicyclo[3.2.1]oct-6-en-3-yl)oxy)pyridazin-3-yl)-5-(4H-1,2,4-triazol-4-yl)phenol